7-cyclobutoxy-N-(1-(2-fluorocyclopropyl)-2-oxo-1,2-dihydropyridin-3-yl)-2-(1-methyl-2-oxabicyclo[2.1.1]hexan-4-yl)imidazo[1,2-a]pyridine-6-carboxamide C1(CCC1)OC1=CC=2N(C=C1C(=O)NC=1C(N(C=CC1)C1C(C1)F)=O)C=C(N2)C21COC(C2)(C1)C